(2S)-2-formylmorpholin C(=O)[C@@H]1CNCCO1